C1N(CC[C@]12NCCOC2)C2=CC=CC(=N2)C2=NC1=CC(=NC=C1C=C2)CNC(C2=CC(=C(C=C2)C)S(=O)(=O)C)=O (S)-N-((2-(6-(9-oxa-2,6-diazaspiro[4.5]decan-2-yl)pyridin-2-yl)-1,6-naphthyridin-7-yl)methyl)-4-methyl-3-(methylsulfonyl)benzamide